5-(2-isobutyramidoimidazo[1,2-b]pyridazin-6-yl)-2-methoxynicotinic acid, lithium salt [Li+].C(C(C)C)(=O)NC=1N=C2N(N=C(C=C2)C=2C=NC(=C(C(=O)[O-])C2)OC)C1